C(=O)(O)CN[C@@H](CC(=O)O)C(=O)O carboxymethyl-(aspartic acid)